C1(=CC=CC2=CC=CC(=C12)C(=O)O)C(=O)O 1,8-naphthalindicarboxylic acid